(5-(3,4-difluorophenyl)octahydropyrrolo[3,4-c]pyrrole-2-carbonyl)-6-methoxyquinolin-2(1H)-one FC=1C=C(C=CC1F)N1CC2C(C1)CN(C2)C(=O)N2C(C=CC1=CC(=CC=C21)OC)=O